(S)-6-(5-(3,5-dimethylisoxazol-4-yl)-1-((1r,4S)-4-methoxycyclohexyl)-1H-benzo[d]imidazol-2-yl)-1-(3,4-difluorophenyl)piperidin-2-one CC1=NOC(=C1C1=CC2=C(N(C(=N2)[C@@H]2CCCC(N2C2=CC(=C(C=C2)F)F)=O)C2CCC(CC2)OC)C=C1)C